NC1CC(C1)C(=O)N1[C@@H](CN(CC1)C1=NC=C(C=N1)C(F)(F)F)C ((1R,3R)-3-aminocyclobutyl)((R)-2-methyl-4-(5-(trifluoromethyl)pyrimidin-2-yl)piperazin-1-yl)methanone